FC1=C(C(=O)N[C@H](C(=O)O)CC2=C3C=CC=NC3=C(C=C2)C2=CC3=CC=CC=C3C=C2OC)C(=CC=C1)F (S)-2-(2,6-difluorobenzoylamino)-3-(8-(3-methoxynaphthalen-2-yl)quinolin-5-yl)propionic acid